bis[N-(1-naphthyl)-N-phenylamino]p-terphenyl C1(=CC=CC2=CC=CC=C12)N(C1=CC=CC=C1)C1=CC=C(C=C1)C1=CC=C(C=C1)C1=CC=C(C=C1)N(C1=CC=CC2=CC=CC=C12)C1=CC=CC=C1